4-Carboxybutyl(triphenyl)phosphonium bromide [Br-].C(=O)(O)CCCC[P+](C1=CC=CC=C1)(C1=CC=CC=C1)C1=CC=CC=C1